3-(2-hydroxyphenyl)imidazo[1,2-a]pyridine-6-carbonitrile OC1=C(C=CC=C1)C1=CN=C2N1C=C(C=C2)C#N